Cl.[Bi] bismuth, hydrochloride